C(C=C)(=O)OC(C(COC(C=C)=O)(C)C)(OC(C=C)=O)OC(C=C)=O neopentanetetraol tetraacrylate